NC=1N=C2N(C=C(C=C2)C2=C(C=CC=C2)CCF)C1C(=O)[C@@H]1[C@H](C1)F (2-amino-6-(2-(2-fluoroethyl)phenyl)imidazo[1,2-a]pyridin-3-yl)((1R,2S)-2-fluorocyclopropyl)methanone